(2S,4R)-1-(L-valyl)-4-hydroxy-N-((R)-2-hydroxy-1-(4-(pyridin-3-yl)phenyl)ethyl)pyrrolidine-2-carboxamide N[C@@H](C(C)C)C(=O)N1[C@@H](C[C@H](C1)O)C(=O)N[C@@H](CO)C1=CC=C(C=C1)C=1C=NC=CC1